2-{6-[(tert-butoxy)carbonyl]-1-cyclobutyl-1H-1,3-benzodiazol-2-yl}-5-ethoxy-1-methyl-6-oxo-1,6-dihydropyrimidine-4-carboxylic acid C(C)(C)(C)OC(=O)C=1C=CC2=C(N(C(=N2)C=2N(C(C(=C(N2)C(=O)O)OCC)=O)C)C2CCC2)C1